BrC=1C=CC(=C(C1)S(=O)(=O)NC=1C=NC=2CCN(CC2C1)C(=O)OCCF)OC 2-fluoroethyl 3-((5-bromo-2-methoxyphenyl)sulfonamido)-7,8-dihydro-1,6-naphthyridine-6(5H)-carboxylate